N-(2-chlorobenzyl)-4-(3-(pyridin-4-ylmethyl)ureido)benzenesulfonamide ClC1=C(CNS(=O)(=O)C2=CC=C(C=C2)NC(=O)NCC2=CC=NC=C2)C=CC=C1